2-isopentyl-N8-isopropyl-N3-(naphthalen-1-ylmethyl)-1-oxooctahydro-3a,6-epiiminoisoindole-3,8-dicarboxamide C(CC(C)C)N1C(C2CC3CCC2(C1C(=O)NCC1=CC=CC2=CC=CC=C12)N3C(=O)NC(C)C)=O